C(C)C1(C(CC(N1)=O)=O)CC 5,5-diethylpyrrolidine-2,4-dione